CC(C)(C)[S@@](=O)N[C@@H]1C2=CC=CC=C2CC12CCNCC2 (S)-1-((R)-1,1-dimethylethylsulfinamido)-1,3-dihydrospiro[indene-2,4'-piperidine]